tert-butyl (3-cyclopropyl-3-hydroxycyclobutyl)carbamate C1(CC1)C1(CC(C1)NC(OC(C)(C)C)=O)O